N-[(2S)-2-hydroxy-2-(3-pyridyl)ethyl]-N-[2-[6-(trifluoromethyl)-3-pyridyl]ethyl]propenamide O[C@H](CN(C(C=C)=O)CCC=1C=NC(=CC1)C(F)(F)F)C=1C=NC=CC1